C1CCC12[C@H](NCC2)CC=O 2-((R)-6-azaspiro[3.4]oct-5-yl)ethan-1-one